[NH2-] The molecule is a nitrogen hydride and a monovalent inorganic anion. It is a conjugate base of an ammonia. It is a conjugate acid of a hydridonitrate(2-).